BrC1=C(C2=C(NC(N2C)=O)C=C1)C1C(NC(CC1)=O)=O 3-(5-bromo-3-methyl-2-oxobenzimidazolyl)piperidine-2,6-dione